N1N=NN=C1C1=C(C=CC=C1)C1=CC2=C(OCCCC2C2=CC=CC=C2)C(=C1)NC(=O)NC=1SC2=C(N1)C=CC=C2 1-(7-(2-(1H-tetrazol-5-yl)phenyl)-5-phenyl-2,3,4,5-tetrahydrobenzo[b]oxepin-9-yl)-3-(benzo[d]thiazol-2-yl)urea